3,5-dimethylbenzylacetonitrile CC=1C=C(CCC#N)C=C(C1)C